1-(1-(1-(2-acryloyl-2-azaspiro[3.3]heptan-6-yl)-4-(5-chloro-6-methyl-1H-indazol-4-yl)-5-methyl-1H-pyrazol-3-yl)-2,2-dimethylpiperidin-4-yl)-3-methylazetidine-3-carbonitrile C(C=C)(=O)N1CC2(C1)CC(C2)N2N=C(C(=C2C)C2=C1C=NNC1=CC(=C2Cl)C)N2C(CC(CC2)N2CC(C2)(C#N)C)(C)C